ethyl 2-ethoxymethylene-4,4-difluoro-3-oxobutyrate C(C)OC=C(C(=O)OCC)C(C(F)F)=O